5-((2,6-Difluorophenyl)ethynyl)-1H-pyrrolo[2,3-b]pyridine FC1=C(C(=CC=C1)F)C#CC=1C=C2C(=NC1)NC=C2